(1R,3R)-3-((S)-2-((6-Cyclopropylpyrazin-2-yl)methyl)-6-(methoxycarbonyl)-7-methyl-6,7,8,9-tetrahydro-3H-imidazo[4,5-f]chinolin-3-yl)cyclohexan C1(CC1)C1=CN=CC(=N1)CC=1N(C=2C(=C3CC[C@@H](N(C3=CC2)C(=O)OC)C)N1)C1CCCCC1